n-Heptyl β-D-Glucopyranoside O([C@H]1[C@H](O)[C@@H](O)[C@H](O)[C@H](O1)CO)CCCCCCC